3-(5-(bromomethyl)-2-fluoropyridin-3-yl)piperidine-2,6-dione BrCC=1C=C(C(=NC1)F)C1C(NC(CC1)=O)=O